carbon (acetylene) C#C.[C]